C(C)OC(=O)N(CCC)CC1=C(C(=O)O)C=CC=C1 2-(((ethoxycarbonyl)(propyl)amino)methyl)benzoic acid